ClC1=C(C=CC=C1Cl)N1C(=NC=CC1=O)C (2,3-dichlorophenyl)-2-methyl-3,4-dihydropyrimidin-4-one